C1(CC(CC(C1)CCC(=O)OCCCCCC)CCC(=O)OCCCCCC)CCC(=O)OCCCCCC tri(n-hexyl) cyclohexane-1,3,5-tripropionate